tert-butyl (2,2-dioxido-2-thiaspiro[3.3]heptan-6-yl)carbamate O=S1(CC2(C1)CC(C2)NC(OC(C)(C)C)=O)=O